tert-butyl (S)-2-(((S)-1-cyano-2-(2-fluoro-4-(1-methyl-6-oxo-1,6-dihydropyridin-3-yl)phenyl)ethyl)carbamoyl)-1,4-oxazepane-4-carboxylate C(#N)[C@H](CC1=C(C=C(C=C1)C1=CN(C(C=C1)=O)C)F)NC(=O)[C@H]1OCCCN(C1)C(=O)OC(C)(C)C